C1(CCCC1)N1C(=NC2=C1SC(=C2)C2=NC(=NC=C2F)NC2=NC=C(C=C2)N2CCN(CC2)C)C 4-(3-Cyclopentyl-2-methyl-3H-thieno[2,3-d]imidazol-5-yl)-5-fluoro-N-(5-(4-methylpiperazin-1-yl)pyridin-2-yl)pyrimidin-2-amine